dibenzo[b,d]thiophen-4-yl-boric acid C1=CC=C(C=2SC3=C(C21)C=CC=C3)OB(O)O